2-(1-(3-Chloro-4-(4-(2-((1-(methylsulfonyl)piperidin-4-yl)amino)-5-(trifluoromethyl)pyrimidin-4-yl)-1H-imidazol-1-yl)benzyl)azetidin-3-yl)propan-2-ol ClC=1C=C(CN2CC(C2)C(C)(C)O)C=CC1N1C=NC(=C1)C1=NC(=NC=C1C(F)(F)F)NC1CCN(CC1)S(=O)(=O)C